4-[({4-[(1S,4S,5R)-5-{[5-cyclopropyl-3-(2,6-dichlorophenyl)-1,2-oxazol-4-yl]methoxy}-2-azabicyclo[2.2.1]heptan-2-yl]phenyl}formamido)sulfonyl]butan-2-yl acetate C(C)(=O)OC(C)CCS(=O)(=O)NC(=O)C1=CC=C(C=C1)N1[C@@H]2C[C@H]([C@H](C1)C2)OCC=2C(=NOC2C2CC2)C2=C(C=CC=C2Cl)Cl